((1-(4-bromo-3-fluorophenyl)-2,2,2-trifluoroethyl)amino)-4-fluoro-4-methylpentanoic acid ethyl ester C(C)OC(C(CC(C)(C)F)NC(C(F)(F)F)C1=CC(=C(C=C1)Br)F)=O